4-{4-[(2,2-dimethyl-2,3-dihydro-1-benzofuran-7-yl)oxy]-3-methoxyphenyl}-2H,4H,5H,6H,7H-pyrazolo[3,4-b]pyridin-6-one CC1(OC2=C(C1)C=CC=C2OC2=C(C=C(C=C2)C2C=1C(NC(C2)=O)=NNC1)OC)C